C1(=CC=C(C=C1)C(C)O)C (p-tolyl)ethan-1-ol